1-decyl-2,3-dimethyl-1H-imidazolium tetrafluoroborate F[B-](F)(F)F.C(CCCCCCCCC)N1C(=[N+](C=C1)C)C